(R)-2-(4-((5-(5-ethyl-1,2,4-oxadiazol-3-yl)-2,3-dihydro-1H-inden-1-yl)carbamoyl)-1H-pyrazol-1-yl)acetic acid C(C)C1=NC(=NO1)C=1C=C2CC[C@H](C2=CC1)NC(=O)C=1C=NN(C1)CC(=O)O